ethyl 4-((4-(4-(tert-butoxycarbonyl) piperazin-1-yl)-3-(trifluoromethyl) phenyl) amino)-6-chloroquinoline-3-carboxylate C(C)(C)(C)OC(=O)N1CCN(CC1)C1=C(C=C(C=C1)NC1=C(C=NC2=CC=C(C=C12)Cl)C(=O)OCC)C(F)(F)F